1-(2-carbonyl-2,3-dihydro-1H-benzo[de]quinolin-6-yl)-2-trifluoromethyl-N-(2-trifluoromethyl-pyridin-4-yl)-1H-pyrazol-3-carboxamide C(=O)=C1NC2=CC=CC=3C2=C(C1)C=CC3N3N(C(C=C3)C(=O)NC3=CC(=NC=C3)C(F)(F)F)C(F)(F)F